C(C)(C)NC1=CC=C(C=N1)C1=CC=CC=2N1N=CC2C(=O)N2CCCCC2 (7-(6-(isopropylamino)pyridin-3-yl)pyrazolo[1,5-a]pyridin-3-yl)(piperidin-1-yl)methanone